5-(8-fluoro-3-methylimidazo[1,2-a]pyridin-6-yl)-N-neopentyl-7H-pyrrolo[2,3-d]pyrimidin-2-amine FC=1C=2N(C=C(C1)C1=CNC=3N=C(N=CC31)NCC(C)(C)C)C(=CN2)C